C(C)(C)(C)C1=CN=CC(=N1)C1CCC2(CN(C2)C(=O)C2CC(C2)(C)O)CC1 (7-(6-(tert-Butyl)pyrazin-2-yl)-2-azaspiro[3.5]nonan-2-yl)((1s,3s)-3-hydroxy-3-methylcyclobutyl)methanone